OC1=C(C(=O)N)C=CC(=C1)NC1=NC=C(C(=N1)NCC1=CC(=CC=C1)N(S(=O)(=O)C)C)C(F)(F)F 2-hydroxy-4-{[4-({3-[methyl(methylsulfonyl)amino]benzyl}amino)-5-(trifluoromethyl)pyrimidin-2-yl]amino}benzamide